5-(6-isopropyl-2-(4-(((1-(methylsulfonyl)cyclopropyl)methyl)amino)cyclohexyl)-4H-pyrrolo[3,2-d]thiazol-5-yl)-1,3,4-trimethylpyridin-2(1H)-one C(C)(C)C1=C(NC2=C1N=C(S2)C2CCC(CC2)NCC2(CC2)S(=O)(=O)C)C=2C(=C(C(N(C2)C)=O)C)C